(5-{3,8,10-trifluoro-6H,11H-chromeno[4,3-b]indol-6-yl}-1,3,4-oxadiazol-2-yl)methanol FC1=CC=C2C(=C1)OC(C1=C2NC2=C(C=C(C=C12)F)F)C1=NN=C(O1)CO